2-(4-(1-(1-acryloylpiperidin-3-yl)-5-aminoimidazo[1,5-c]pyrimidin-3-yl)-3-chlorophenoxy)isonicotinonitrile C(C=C)(=O)N1CC(CCC1)C=1N=C(N2C(=NC=CC21)N)C2=C(C=C(OC=1C=C(C#N)C=CN1)C=C2)Cl